N1CC[C@H]([C@@]12COCC2)C2=CC=1C(=NC=CC1NC=1C(=CC3=C(N=CS3)C1F)F)S2 N-(2-((4R,5S)-7-oxa-1-azaspiro[4.4]nonan-4-yl)thieno[2,3-b]pyridin-4-yl)-4,6-difluorobenzo[d]thiazol-5-amine